ClC1=CC2=C(SC=C2)C=C1 5-CHLORO-BENZO[B]THIOPHEN